N1[C@H]2[C@@H](CC1)N(CC2)C(=O)OC(C)(C)C tert-butyl (3aR,6aR)-2,3,3a,5,6,6a-hexahydro-1H-pyrrolo[3,2-b]pyrrole-4-carboxylate